N1=CN=CC2=C1C=COC2 5H-pyrano[4,3-d]pyrimidine